NC=1C=C(C=CC1)C[C@H](C(=O)OC(C)(C)C)[C@@H]1CN(CC1)C(=O)OC(C)(C)C Tert-butyl (R)-3-((S)-3-(3-aminophenyl)-1-(tert-butoxy)-1-oxopropan-2-yl)pyrrolidine-1-carboxylate